(5-Aminopentyl)-N5-(5-chloro-2-(2-methoxyethoxy)phenyl)thiophene-2,5-dicarboxamide NCCCCCC1=C(SC(=C1)C(=O)NC1=C(C=CC(=C1)Cl)OCCOC)C(=O)N